naphthalen-1-yl-(4-(4-phenoxyphenyl)piperazin-1-yl)methanone C1(=CC=CC2=CC=CC=C12)C(=O)N1CCN(CC1)C1=CC=C(C=C1)OC1=CC=CC=C1